Tert-Butyl (R)-((1-(5-((3-amino-2-chlorophenyl)thio)pyrazin-2-yl)pyrrolidin-3-yl)methyl)carbamate NC=1C(=C(C=CC1)SC=1N=CC(=NC1)N1C[C@H](CC1)CNC(OC(C)(C)C)=O)Cl